O=C1NC(CCC1N1C(C2=CC(=C(C=C2C1=O)CNC=1C=CC=C2CN(C(C12)=O)C(C(=O)NC=1SC=CN1)C1=C(C=CC(=C1)F)O)F)=O)=O 2-(7-(((2-(2,6-dioxopiperidin-3-yl)-6-fluoro-1,3-dioxoisoindolin-5-yl)methyl)amino)-1-oxoisoindolin-2-yl)-2-(5-fluoro-2-hydroxyphenyl)-N-(thiazol-2-yl)acetamide